(2R,3R,4R,5S)-3,4,5-tris(benzyloxy)-1-(5-chloro-2-fluorophenethyl)-2-methylpiperidine C(C1=CC=CC=C1)O[C@@H]1[C@H](N(C[C@@H]([C@H]1OCC1=CC=CC=C1)OCC1=CC=CC=C1)CCC1=C(C=CC(=C1)Cl)F)C